C[C@@H]1N(C2=CC=C3C(=C2CC1)N=C(N3C3CCOCC3)CN3C(C=CC=C3)=O)C(=O)OC methyl (S)-7-methyl-2-((2-oxopyridin-1(2H)-yl)methyl)-3-(tetrahydro-2H-pyran-4-yl)-3,7,8,9-tetrahydro-6H-imidazo[4,5-f]quinoline-6-carboxylate